4-(5-chloro-2-(4-(trimethylsilyl)-1H-1,2,3-triazol-1-yl)phenyl)-6-methoxypyrimidineid ClC=1C=CC(=C(C1)C1=N[C-]=NC(=C1)OC)N1N=NC(=C1)[Si](C)(C)C